[C@H]12CC(C[C@H](CC1)N2)C2=CC(=CC1=C2N=CS1)C(=O)O 4-[(1R,3R,5S)-8-azabicyclo[3.2.1]oct-3-yl]-1,3-benzothiazole-6-carboxylic acid